(2S,3R,4S,5R,6R)-2-((6'-(diethylamino)-2'-(difluoromethyl)-3H-spiro[isobenzofuran-1,9'-xanthen]-3'-yl)oxy)-6-(hydroxymethyl)tetrahydro-2H-pyran-3,4,5-triol C(C)N(C=1C=C2OC=3C=C(C(=CC3C3(C2=CC1)OCC1=CC=CC=C13)C(F)F)O[C@@H]1O[C@@H]([C@@H]([C@@H]([C@H]1O)O)O)CO)CC